methyl (1r,4r)-4-(3-chloroanilino)-2'-(3-hydroxypropyl)spiro[cyclohexane-1,1'-indene]-4-carboxylate ClC=1C=C(NC2(CCC3(C(=CC4=CC=CC=C34)CCCO)CC2)C(=O)OC)C=CC1